7-chloro-5-[(2S)-2-(2,2-difluoroethylamino)propoxy]-8-fluoro-2-methylsulfonyl-pyrido[4,3-d]pyrimidin-4-ol ClC1=C(C=2N=C(N=C(C2C(=N1)OC[C@H](C)NCC(F)F)O)S(=O)(=O)C)F